9-hydroxy-3-methyl-8-(piperidin-1-ylmethyl)benzo[5,6]oxazepin OC1=C(C=CC=2C=CC(=NOC21)C)CN2CCCCC2